3-benzylthio-5,5-dimethylcyclohex-2-en-1-thione C(C1=CC=CC=C1)SC1=CC(CC(C1)(C)C)=S